[N+](=[N-])=C(C(C)=O)P(O)(O)=O 1-diazo-2-oxopropylphosphonic acid